1-(4-((4-(Tert-butyl)phenyl)amino)cyclohexyl)-N,N,N-trimethylammonium C(C)(C)(C)C1=CC=C(C=C1)NC1CCC(CC1)C[NH+](C)C